1,3-diamino-2-hydroxy-2-methyl-propane NCC(CN)(C)O